S1N=C(C2=C1C=CC=C2)N2CCN(CC2)CCN2C(C=1N(CC2)C=NC1)=O 7-[2-(4-benzo[d]isothiazol-3-yl-piperazin-1-yl)-ethyl]-6,7-dihydro-5H-imidazo[1,5-a]pyrazin-8-one